1-(5-fluoro-2-iodo-3-(trifluoromethyl)phenyl)ethan-1-one FC=1C=C(C(=C(C1)C(C)=O)I)C(F)(F)F